3-[5-[bis(tert-butoxycarbonyl)amino]-3-fluoro-6-methoxy-2-pyridyl]propionic acid ethyl ester C(C)OC(CCC1=NC(=C(C=C1F)N(C(=O)OC(C)(C)C)C(=O)OC(C)(C)C)OC)=O